2-(3,3-dimethylpiperazin-1-yl)-4-ethoxy-N-(2-methylimidazo[1,2-a]pyrazin-6-yl)pyrimidine-5-carboxamide CC1(CN(CCN1)C1=NC=C(C(=N1)OCC)C(=O)NC=1N=CC=2N(C1)C=C(N2)C)C